FC1=CC(=C(C=C1)N1[C@H](N(C(C2=CC=C(C=C12)C(F)(F)F)=O)C1=CNC(C=C1)=O)C)C |o1:8| Rel-(R)-1-(4-fluoro-2-methylphenyl)-2-methyl-3-(6-oxo-1,6-dihydropyridin-3-yl)-7-(trifluoromethyl)-2,3-dihydroquinazolin-4(1H)-one